(biphenylyl)(diphenyltriazinyl)dibenzoselenophene C1(=C(C=CC=C1)C1=C(C2=C([Se]C3=C2C=CC=C3)C=C1)C1=NN=NC(=C1C1=CC=CC=C1)C1=CC=CC=C1)C1=CC=CC=C1